CC1=C(C=CC(=C1)[N+](=O)[O-])OCC1=CC=C(C=C1)C 2-methyl-1-(4-methylbenzyloxy)-4-nitrobenzene